1,4-bis(2-(2-pyridyl)ethyl)piperazine N1=C(C=CC=C1)CCN1CCN(CC1)CCC1=NC=CC=C1